(2R)-N-((R or S)-(3-chloro-2,4-difluorophenyl)(5-chloro-6-(trifluoromethyl)pyridin-2-yl)methyl)-2-methyl-3-oxopiperazine-1-carboxamide ClC=1C(=C(C=CC1F)[C@@H](NC(=O)N1[C@@H](C(NCC1)=O)C)C1=NC(=C(C=C1)Cl)C(F)(F)F)F |o1:8|